N-methyl-N-[1-(3-oxo-4H-1,4-benzoxazine-6-carbonyl)piperidin-4-yl]benzamide CN(C(C1=CC=CC=C1)=O)C1CCN(CC1)C(=O)C=1C=CC2=C(NC(CO2)=O)C1